NC1=NC(=NS1)C(=O)OC methyl 5-amino-1,2,4-thiadiazole-3-carboxylate